2-chloro-6-cyclopropyl-4-(3-fluoro-1-(4-methyl-4H-1,2,4-triazol-3-yl)cyclobutyl)pyridine ClC1=NC(=CC(=C1)C1(CC(C1)F)C1=NN=CN1C)C1CC1